2-(5-(1-((1R,3s,5S)-1,5-dimethyl-8-azabicyclo[3.2.1]octan-3-yl)vinyl)pyrazin-2-yl)-5-(1H-imidazol-1-yl)phenol C[C@]12CC(C[C@](CC1)(N2)C)C(=C)C=2N=CC(=NC2)C2=C(C=C(C=C2)N2C=NC=C2)O